ClC1=C(C=C(C=C1)Cl)CON O-[(2,5-Dichlorophenyl)methyl]hydroxylamine